[Na].[Rh](O)(O)O rhodium hydroxide sodium salt